tert-butyl (3R)-3-[(1-chloro-7,8-dihydro-5H-pyrano[3,4-d]pyridazin-4-yl)amino]piperidine-1-carboxylate ClC1=C2C(=C(N=N1)N[C@H]1CN(CCC1)C(=O)OC(C)(C)C)COCC2